6-[4-[3-(cyclopropanecarbonyl)-8,10-dioxo-3-azaspiro[5.5]undecan-9-yl]-3-ethyl-5-methylphenyl]pyridine-3-carbonitrile C1(CC1)C(=O)N1CCC2(CC1)CC(C(C(C2)=O)C2=C(C=C(C=C2C)C2=CC=C(C=N2)C#N)CC)=O